2-cyclopropyl-7-(difluoromethoxy)-4-(2-methoxypyridin-4-yl)-2H-indazole C1(CC1)N1N=C2C(=CC=C(C2=C1)C1=CC(=NC=C1)OC)OC(F)F